BrC1=C(C=C(C=C1)C)NC(=O)[C@H]1N(C[C@H]([C@H]1O)O)C(=O)OC(C)(C)C tert-butyl (2S,3S,4R)-2-((2-bromo-5-methylphenyl)carbamoyl)-3,4-dihydroxypyrrolidine-1-carboxylate